C1(CC1)C=1N=CC(=NC1)N[C@@H]1C[C@H](CC1)NC1=CC=C(C=N1)N1C(C=CC(=C1)OC)=O 6'-(((1S,3S)-3-((5-Cyclopropylpyrazin-2-yl)amino)cyclopentyl)amino)-5-methoxy-2H-[1,3'-bipyridin]-2-one